FC1=CC(=CC=C1)C(=O)OO 3-fluoroperbenzoic acid